C(CC)N(C(=O)C=1N=C(SC1)C=1C=NN(C1)C1=CC(=CC=C1)OC(F)(F)F)[C@@H]1CNCC1 N-propyl-N-[(3S)-pyrrolidin-3-yl]-2-{1-[3-(trifluoromethoxy)phenyl]-1H-pyrazol-4-yl}-1,3-thiazole-4-carboxamide